5-hydroxy-6-(3-hydroxy-2-(4-((4-((((R)-tetrahydrofuran-3-yl)amino)methyl)phenyl)ethynyl)phenyl)propyl)pyrimidin-4(3H)-one OC=1C(NC=NC1CC(CO)C1=CC=C(C=C1)C#CC1=CC=C(C=C1)CN[C@H]1COCC1)=O